N[C@H]1[C@@H](CCCC1)C1=C(C2=NC(=CC(=C2S1)NCC=1SC=CC1)Cl)COC(F)F 2-((1R,2R)-2-aminocyclohexyl)-5-chloro-3-((difluoromethoxy)methyl)-N-(thiophen-2-ylmethyl)thieno[3,2-b]pyridin-7-amine